((2R,4S)-2-(aminomethyl)-4-(3-(cyclopropylmethoxy)-4-(difluoromethoxy)phenyl)pyrrolidin-1-yl)ethanone hydrochloride Cl.NC[C@@H]1N(C[C@@H](C1)C1=CC(=C(C=C1)OC(F)F)OCC1CC1)C(C)=O